OC(=O)C(F)(F)F.NCCOCCNC([C@H](C)[C@H]1C=2N(C3=C(C(=N1)C1=CC=C(C=C1)Cl)C=C(C=C3)OC)C(=NN2)C)=O (2R)-N-(2-(2-Aminoethoxy)ethyl)-2-((4S)-6-(4-chlorophenyl)-8-methoxy-1-methyl-4H-benzo[f][1,2,4]triazolo[4,3-a][1,4]diazepin-4-yl)propanamide TFA salt